N1(CCC1)C1=CC=C2C3(CC=4C(=NOC4C2=C1)C=1C(=C(C(=CC1C(=O)N1C2CC2NCCC1)OC)S(=O)(=O)N)OC)CC3 [8'-(azetidin-1-yl)-4'H-spiro[cyclopropane-1,5'-naphtho[2,1-d][1,2]oxazol]-3'-yl]-4-{2,6-diazabicyclo[5.1.0]octane-2-carbonyl}-2,6-dimethoxybenzenesulfonamide